BrC1=CC=C(C=C1)C=1C(=C(C(=C(C1C1=CC=CC=C1)C1=CC=CC=C1)C1=CC=C(C=C1)Br)C1=CC=CC=C1)C1=CC=CC=C1 4-bromo-4'-(4-bromophenyl)-3',5',6'-triphenyl-1,1':2',1''-terphenyl